CC=1C=C(C(=O)OC2=CC(=CC(=C2)C=NC(C(=O)OC)C(C)C)Cl)C=CC1 3-chloro-5-((1-meth-oxy-3-methyl-1-oxo-butan-2-ylimino)meth-yl)phenyl 3-methyl-benzoate